N2-[[1-(5-chloro-1,3-benzoxazol-2-yl)-4-piperidyl]methyl]furan-2,5-dicarboxamide ClC=1C=CC2=C(N=C(O2)N2CCC(CC2)CNC(=O)C=2OC(=CC2)C(=O)N)C1